ClC1=C(C=C(C#N)C(=C1)Cl)C#N 4,6-dichloro-isophthalonitrile